OC12C(C=3C=CSC3N=C2N(CC1)C1=CC(=NC=C1)OC)=O 9-hydroxy-12-(2-methoxypyridin-4-yl)-4-thia-2,12-diazatricyclo[7.3.0.03,7]dodeca-1,3(7),5-trien-8-one